2-pentyltetrahydrospiro[cyclopentane-1,3'-pyrrolo[1,2-c]imidazole]-1'(2'H)-one C(CCCC)C1CCCC12NC(C1N2CCC1)=O